perfluorooctanesulfinylaminoacetic acid FC(C(=O)O)(N(S(=O)C(C(C(C(C(C(C(C(F)(F)F)(F)F)(F)F)(F)F)(F)F)(F)F)(F)F)(F)F)F)F